N2-methyloxalamide CNC(C(=O)N)=O